C(C)(C)(C)OC(=O)N1CCC2(CCC2CN)CC1 (aminomethyl)-7-azaspiro[3.5]Nonane-7-carboxylic acid tert-butyl ester